N,N-dimethylisoleucine CC[C@H](C)[C@@H](C(=O)O)N(C)C